FC(C)(F)C1=NC(=CC(=N1)NC1=CC(=NC=C1C=1N=NC=C(C1)NC(C)C)NC(C)=O)C N-(4-((2-(1,1-difluoroethyl)-6-methylpyrimidin-4-yl)amino)-5-(5-(isopropylamino)pyridazin-3-yl)pyridin-2-yl)acetamide